C(C[C@@H](C(=O)O)N)CN=C(N)N.C(CC(=O)O)C(=O)C(=O)O L-arginine α-ketoglutarate